O1C[C@@H](CC1)OC=1C=C(C=O)C=CC1 (R)-3-((tetrahydrofuran-3-yl)oxy)benzaldehyde